C1(=CC=CC=C1)S(=O)C=1C(=NC=C(C1)Cl)C(=NO)N 3-(benzenesulfinyl)-5-chloro-N'-hydroxy-pyridine-2-carboxamidine